2,4-dichloro-5-fluoro-benzoic acid ClC1=C(C(=O)O)C=C(C(=C1)Cl)F